CN1N=CC(=C1CCCOC1OCCCC1)N 1-methyl-5-[3-(tetrahydro-2H-pyran-2-yloxy)propyl]-1H-pyrazol-4-amine